(14S)-5-fluoro-18-hydroxy-8-oxa-1,11,17,21,23-pentazapentacyclo[14.5.2.111,14.02,7.019,22]tetracosa-2,4,6,16,18,20,22-heptaen-10-one FC1=CC=C2N3N=CC4=C(N=C(C[C@@H]5CCN(C(COC2=C1)=O)C5)N=C34)O